BrC1=C(C(=C(C=C1F)C(=O)NO)F)Cl 4-bromo-3-chloro-2,5-difluoro-benzenecarbohydroxamic acid